N-(1-methyl-1H-pyrazol-4-yl)-4-{2-[(piperidin-3-yl)amino]-5-(trifluoromethyl)pyrimidin-4-yl}-1H-pyrrole-2-carboxamide CN1N=CC(=C1)NC(=O)C=1NC=C(C1)C1=NC(=NC=C1C(F)(F)F)NC1CNCCC1